OC1=C(C(=O)OCCNC(C(CC)OCCCC\C=C/C\C=C/C\C=C/C\C=C/C\C=C/CC)=O)C=CC=C1 2-(2-((5Z,8Z,11Z,14Z,17Z)-icosa-5,8,11,14,17-pentaen-1-yloxy)butanamido)ethyl 2-hydroxybenzoate